(R)-tert-Butyl 2-methyl-4-(2-(4-nitro-2-(prop-1-en-2-yl)phenoxy)ethyl)piperazine-1-carboxylate C[C@H]1N(CCN(C1)CCOC1=C(C=C(C=C1)[N+](=O)[O-])C(=C)C)C(=O)OC(C)(C)C